calcium oxid [O-2].[Ca+2]